C(CC)N1CCCCC1 (S)-1-N-propylpiperidine